C1(CC1)C[C@@H](C(=O)N[C@@H](C(C)C)C(=O)OC)NC(C[C@H]1N(C(CC1)=O)CC1=C(C(=CC(=C1)F)F)F)=O Methyl ((S)-3-cyclopropyl-2-(2-((S)-5-oxo-1-(2,3,5-trifluorobenzyl)pyrrolidin-2-yl)acetamido)propanoyl)-L-valinate